2-(o-bromophenyl)-4,5-diphenyl-imidazole BrC1=C(C=CC=C1)C=1NC(=C(N1)C1=CC=CC=C1)C1=CC=CC=C1